N-[(5-methoxypyridin-3-yl)methyl]-4-(trifluoromethoxy)benzamide COC=1C=C(C=NC1)CNC(C1=CC=C(C=C1)OC(F)(F)F)=O